(1R,2S,5S)-N-{(2S)-1-amino-1-oxo-3-[(3S)-2-oxopyrrolidin-3-yl]propan-2-yl}-6,6-dimethyl-3-[3-methyl-N-(trifluoroacetyl)-L-valyl]-3-azabicyclo[3.1.0]hexane-2-carboxamide NC([C@H](C[C@H]1C(NCC1)=O)NC(=O)[C@@H]1[C@H]2C([C@H]2CN1C([C@@H](NC(C(F)(F)F)=O)C(C)(C)C)=O)(C)C)=O